C1(=CC=CC=C1)CC[C@@H](C#C)O (S)-5-phenyl-1-pentyne-3-ol